6-bromo-2-[(2-methylpropyloxy)amino]-3-propyl-4(3H)-quinazolinone BrC=1C=C2C(N(C(=NC2=CC1)NOCC(C)C)CCC)=O